3-(2-methyl-5-(2-(5-(morpholinomethyl)thiazol-2-yl)ethyl)-4-oxoquinazolin-3(4H)-yl)piperidine-2,6-dione CC1=NC2=CC=CC(=C2C(N1C1C(NC(CC1)=O)=O)=O)CCC=1SC(=CN1)CN1CCOCC1